(2-isopropylphenyl)-5-nitropyrimidin-4-ol C(C)(C)C1=C(C=CC=C1)C1=NC=C(C(=N1)O)[N+](=O)[O-]